(R)-4-(tert-butylamino)-2-(tetrahydro-2H-pyran-3-ylamino)pyrimidine-5-carboxamide C(C)(C)(C)NC1=NC(=NC=C1C(=O)N)N[C@H]1COCCC1